7-methoxy-2-methyl-1,6-naphthyridin-4(1H)-one COC1=NC=C2C(C=C(NC2=C1)C)=O